N-(1-(5-chloro-2-methoxyphenyl)-6-(pyrazolo[1,5-a]pyrimidin-3-yl)-1H-pyrazolo[4,3-c]pyridin-3-yl)acetamide ClC=1C=CC(=C(C1)N1N=C(C=2C=NC(=CC21)C=2C=NN1C2N=CC=C1)NC(C)=O)OC